(5-phenylpentyl)azetidine C1(=CC=CC=C1)CCCCCN1CCC1